FC(C=1C=C(C=C(C1)C(F)(F)F)C1=NN(C=N1)\C=C/C(=O)N(N)C1=NC=CN=C1)(F)F (Z)-3-(3-(3,5-Bis(trifluoromethyl)phenyl)-1H-1,2,4-triazol-1-yl)-N-(pyrazin-2-yl)acrylohydrazide